indium gallium zinc (Iii) [Zn+3].[Ga+3].[In+3]